3-(5-(isoxazol-5-yl)pyridin-3-yl)phenyl cycloheptylcarbamate C1(CCCCCC1)NC(OC1=CC(=CC=C1)C=1C=NC=C(C1)C1=CC=NO1)=O